8-(imidazo[1,2-a]pyridin-8-yl)-[1,2,4]triazolo[4,3-c]pyrimidin N=1C=CN2C1C(=CC=C2)C=2C=1N(C=NC2)C=NN1